4-[1-(Cyclobutyl-methyl)-8-dimethylamino-2-oxo-8-phenyl-1,3-diazaspiro[4.5]decan-3-yl]-N,N-dimethyl-benzamide C1(CCC1)CN1C(N(CC12CCC(CC2)(C2=CC=CC=C2)N(C)C)C2=CC=C(C(=O)N(C)C)C=C2)=O